4-methyl-5-{1-[3-(3-nitrophenyl)oxetan-3-yl]ethyl}-1,2,4-triazole-3-thiol CN1C(=NN=C1C(C)C1(COC1)C1=CC(=CC=C1)[N+](=O)[O-])S